CCCCCCCC(CC)C(S(=O)(=O)O)C.FC(C(=O)C1=CC=CC=C1)(C1CCCC2=CC=CC=C12)F 2,2-difluoro-1-phenyl-2-(1,2,3,4-tetrahydronaphthalen-1-yl)ethanone Decane-8-ylmethyl-mesylate